O=C1NC(CCC1N1C(C2=CC=C(C=C2C(=N1)C)N1CCN(CC1)C(=O)OC(C)(C)C)=O)=O tert-Butyl 4-(2-(2,6-dioxopiperidin-3-yl)-4-methyl-1-oxo-1,2-dihydrophthalazin-6-yl)piperazine-1-carboxylate